C(CCC\C=C/CCCCCC)=O (Z)-5-Dodecenal